trans-4-(chlorocarbonyl)cyclohexanecarboxylic acid methyl ester COC(=O)[C@@H]1CC[C@H](CC1)C(=O)Cl